N,N-dimethyl-2-(5-(4,4,5,5-tetramethyl-1,3,2-dioxaborolan-2-yl)benzo[d]thiazol-2-yl)Propan-1-amine CN(CC(C)C=1SC2=C(N1)C=C(C=C2)B2OC(C(O2)(C)C)(C)C)C